COC1=C(C(=O)N2CC(C(=CC2)C2=C3C(=NC(=C2)NC(=O)C2CC2)NC=C3)C)C=CC(=C1)OC N-(4-(1-(2,4-dimethoxybenzoyl)-3-methyl-1,2,3,6-tetrahydropyridin-4-yl)-1H-pyrrolo[2,3-b]pyridin-6-yl)cyclopropylcarboxamide